C(C1=CC=CC=C1)OC1=C(C=C(C=C1)C[C@H](CC1C(OC(OC1=O)(C)C)=O)NC(OC(C)(C)C)=O)[N+](=O)[O-] tert-Butyl (S)-(1-(4-(benzyloxy)-3-nitrophenyl)-3-(2,2-dimethyl-4,6-dioxo-1,3-dioxan-5-yl)propan-2-yl)carbamate